FC1=CC=C(C=C1)[C@@H](C)N1C(N=CC2=C1C=NC(=C2)OCC2CCOCC2)C N-[(1R)-1-(4-fluorophenyl)ethyl]-2-methyl-6-(tetrahydro-2H-pyran-4-ylmethoxy)pyrido[3,4-d]pyrimidin